ClC=1N=NC=2N(CCN3CCCC1C23)[C@H]2CN(CCC2)C 3-Chloro-9-[(3R)-1-methylpiperidin-3-yl]-5,6,8,9-tetrahydro-4H,7H-1,2,6a,9-tetraazaphenalene